CN(C(CNC(OC)=O)=O)CCOCC(N(CCOCC(N(CCOCC(N(CCOCC(N(CCOCC(=O)[O-])C)=O)C)=O)C)=O)C)=O 7,13,19,25,31-pentamethyl-3,6,12,18,24,30-hexaoxo-2,10,16,22,28,34-hexaoxa-4,7,13,19,25,31-hexaazahexatriacontan-36-oate